CC1(NC(CC(C1)OCCOC1OCCCC1)(C)C)C 2,2,6,6-tetramethyl-4-(2-((tetrahydro-2H-pyran-2-yl)oxy)ethoxy)piperidin